C(=O)S(=O)(=O)C=O formyl sulfone